C(C)N1N(C2=CC(=CC=C2C1=O)NC1=NC=C(C(=N1)N[C@H](CO)C1=CC=CC=C1)C1=NC(=NO1)C)C(C)C (S)-2-ethyl-6-((4-((2-hydroxy-1-phenylethyl)amino)-5-(3-methyl-1,2,4-oxadiazol-5-yl)pyrimidin-2-yl)amino)-1-isopropyl-1,2-dihydro-3H-indazol-3-one